COC1=NC=CC(=C1)C(=CC(=O)OCC)C ethyl 3-(2-methoxypyridin-4-yl)but-2-enoate